(fluoro(2-(((3S,6S,10aS)-3-(3-(2-methoxyethoxy)-3-(pyridin-3-yl)azetidine-1-carbonyl)-5-oxodecahydropyrrolo[1,2-a]azocin-6-yl)carbamoyl)benzo[b]thiophen-5-yl)methyl)phosphonic acid FC(C1=CC2=C(SC(=C2)C(N[C@H]2CCCC[C@@H]3N(C2=O)[C@@H](CC3)C(=O)N3CC(C3)(C=3C=NC=CC3)OCCOC)=O)C=C1)P(O)(O)=O